C(C)(C)(C)OC(=O)O[C@@H]1[C@H]([C@H](N(C1)C(=O)OC(C)(C)C)CC1=CC=C(C=C1)OC)OC(NCCN1C[C@H]([C@@H](C1)O)NC(C)=O)=O tert-butyl (2R,3S,4S)-4-[(tert-butoxycarbonyl)oxy]-3-[({2-[(3R,4R)-3-acetamido-4-hydroxypyrrolidin-1-yl]ethyl}carbamoyl)oxy]-2-[(4-methoxyphenyl)methyl]pyrrolidine-1-carboxylate